FC(OC=1C=NC(=NC1)C=1C(=NC=CN1)C(C)NC(C1=CC(=CC(=C1)S(=O)(=O)C(F)(F)F)C(F)(F)F)=O)F N-[1-[3-[5-(difluoromethoxy)pyrimidin-2-yl]pyrazin-2-yl]ethyl]-3-(trifluoromethyl)-5-(trifluoromethylsulfonyl)benzamide